BrC1=CC2=C(N(C(=N2)NC2=CC=C(C(=O)NO)C=C2)CCOC)C=C1 4-(5-Bromo-1-(2-methoxyethyl)-1H-benzo[d]imidazol-2-ylamino)-N-hydroxybenzoamide